methyl (S)-2-(4-bromo-2-fluoro-5-methylbenzyl)-1-(oxetan-2-ylmethyl)-1H-thieno[2,3-d]imidazole-5-carboxylate BrC1=CC(=C(CC=2N(C3=C(N2)SC(=C3)C(=O)OC)C[C@H]3OCC3)C=C1C)F